ClC1=C(C=C(C=C1)C(C(N1C(N=C(C(=C1)F)NCC(F)F)=O)NC(C1=CC(=CC=C1)C)=O)=O)F N-(2-(4-Chloro-3-fluorophenyl)-1-(4-((2,2-difluoroethyl)amino)-5-fluoro-2-oxopyrimidin-1(2H)-yl)-2-oxoethyl)-3-methylbenzamide